BrC=1C=C(C=CC1)[N+]=1[N-]OC(C1)=O (3-bromophenyl)sydnone